1-(2-(2-(1H-Tetrazol-5-yl)phenyl)-2,7-diazaspiro[3.5]nonan-7-yl)pentan-1-one N1N=NN=C1C1=C(C=CC=C1)N1CC2(C1)CCN(CC2)C(CCCC)=O